bis(2,4,6-trimethylindenyl)zirconium dichloride [Cl-].[Cl-].CC=1C(C2=CC(=CC(=C2C1)C)C)[Zr+2]C1C(=CC2=C(C=C(C=C12)C)C)C